silver nitrate carbonate C([O-])([O-])=O.[N+](=O)([O-])[O-].[Ag+3]